NC1=C2C(=NC=N1)N(N=C2C(=O)NC=2OC1=C(N2)C=CC=C1)[C@H]1CN(CCC1)C(\C=C\C)=O (R,E)-4-amino-N-(benzo[d]oxazol-2-yl)-1-(1-(but-2-enoyl)piperidin-3-yl)-1H-pyrazolo[3,4-d]pyrimidine-3-carboxamide